C(CCCC)OOC(C(C)C)=O Amylperoxyisobutyrate